ClC=1C=CC(=C(C1)C1=CC(N(C=C1C)C(CC1=CC=CC=C1)C1=NC2=C(N1)C=CC(=C2)C(=O)O)=O)N2N=NN=C2 2-(1-(4-(5-chloro-2-(1H-tetrazol-1-yl)phenyl)-5-methyl-2-oxopyridin-1(2H)-yl)-2-phenylethyl)-1H-benzo[d]imidazole-5-carboxylic acid